methyl 6-[6-[(1S)-3-carbamoyl-1-[(2-methylpropane-2-sulfinyl) amino]propyl] pyridin-3-yl]hex-5-ynoate C(N)(=O)CC[C@H](NS(=O)C(C)(C)C)C1=CC=C(C=N1)C#CCCCC(=O)OC